COC=1C(=NC=CC1C1=NOC(=N1)C)NC1=C(N=NC=C1)C(=O)NC([2H])([2H])[2H] 4-{[3-methoxy-4-(5-methyl-1,2,4-oxadiazol-3-yl)pyridin-2-yl]amino}-N-(2H3)methylpyridazine-3-carboxamide